C(C)N(CC(=O)O)C1=C(C(=C(C=C1)Br)Cl)[N+](=O)[O-].BrC1=CC=C2NCC(NC2=C1Cl)=O 7-Bromo-8-chloro-3,4-dihydroquinoxalin-2(1H)-one Ethyl-(4-bromo-3-chloro-2-nitrophenyl)glycinate